3-O-alpha-D-xylopyranosyl-D-xylose [C@H]1([C@H](O)[C@@H](O)[C@H](O)CO1)O[C@H]([C@H](C=O)O)[C@H](O)CO